4-bromo-2-fluoro-1-(prop-1-en-2-yl)benzene BrC1=CC(=C(C=C1)C(=C)C)F